C(=O)(O)C1=CC=C(C=C1)CCN([C@@H]1C=2C=CC(=NC2CCC1)C(=O)O)CCC1=C(C=CC=C1)OCC1=C(C=C(C=C1)C1=CC=C(C=C1)C(F)(F)F)Cl (5S)-5-{[2-(4-carboxyphenyl)ethyl][2-(2-{[3-chloro-4'-(trifluoromethyl)[biphenyl]-4-yl]methoxy}phenyl)ethyl]amino}-5,6,7,8-tetrahydroquinoline-2-carboxylic acid